BrC1=C(C(=C(S1)C(=O)OC)C)OC1=C(C=C(C=C1C)F)C methyl 5-bromo-4-(4-fluoro-2,6-dimethylphenoxy)-3-methylthiophene-2-carboxylate